The molecule is an organic disulfide isolated from the whole broth of the marine-derived fungus Exserohilum rostratum and has been shown to exhibit antineoplastic activity. It has a role as a metabolite and an antineoplastic agent. It is a bridged compound, a cyclic ketone, a lactam, an organic disulfide, an organic heterohexacyclic compound, a secondary alcohol, a dithiol and a diol. C1[C@H]([C@@H]([C@H]2[C@@H](C1=O)C[C@]34N2C(=O)[C@@]5(C[C@H]6[C@@H](N5C3=O)[C@H]([C@@H](CC6=O)S)O)SS4)O)S